C(C)(C)(C)OC(=O)N1N=C(C2=CC(=CC=C12)C=1CCN(CC1)C(=O)OC(C)(C)C)C(NC1=CC=NC=C1)=O 5-(1-(tert-Butoxycarbonyl)-1,2,3,6-tetrahydropyridin-4-yl)-3-(pyridin-4-ylcarbamoyl)-1H-indazole-1-carboxylic acid tert-butyl ester